1-(2-(methylamino)phenyl)ethane CNC1=C(C=CC=C1)CC